ClC=1C=C(OC2CCC(CC2)NC(=O)C2=CC=C(N=N2)N2CCN(CC2)C(=O)OC(C)(C)C)C=CC1C#N tert-butyl 4-[6-[[4-(3-chloro-4-cyano-phenoxy)cyclohexyl]carbamoyl]pyridazin-3-yl]piperazine-1-carboxylate